C[C@@]1(CNCC1)NC(=O)OC(C)(C)C 2-methylpropan-2-yl {[(3R)-3-methyltetrahydro-1H-pyrrol-3-yl] amino}methanoate